N-(5-methyl-1H-indol-3-yl)-2-oxo-6-(trifluoromethyl)-1,2-dihydropyridine-3-carboxamide CC=1C=C2C(=CNC2=CC1)NC(=O)C=1C(NC(=CC1)C(F)(F)F)=O